zingerone methacrylate C(C(=C)C)(=O)O.O=C(C)CCC1=CC(OC)=C(O)C=C1